O1C(CCCC1)N1N=CC2=CC=C(C=C12)/C=C/C(=O)OC (E)-methyl 3-(1-(tetrahydro-2H-pyran-2-yl)-1H-indazol-6-yl)acrylate